N-ethyl-N-(5-fluoro-2-((4-(6-(5-(methylsulfonyl)-2,3-dihydro-1H-indene-2-carbonyl)-2,6-diazaspiro[3.3]heptan-2-yl)pyrimidin-5-yl)oxy)phenyl)isobutyramide C(C)N(C(C(C)C)=O)C1=C(C=CC(=C1)F)OC=1C(=NC=NC1)N1CC2(C1)CN(C2)C(=O)C2CC1=CC=C(C=C1C2)S(=O)(=O)C